N-(2-(4-((1s,4s)-4-hydroxy-4-(5-(pyrimidin-2-yl)pyridin-2-yl)cyclohexyl)hexahydropyrrolo[3,2-b]pyrrol-1(2H)-yl)-2-oxoethyl)-4-(trifluoromethyl)picolinamide OC1(CCC(CC1)N1CCC2N(CCC21)C(CNC(C2=NC=CC(=C2)C(F)(F)F)=O)=O)C2=NC=C(C=C2)C2=NC=CC=N2